ClC1=CC=C(C=C1)C(COC1=C(C=CC=C1Br)Br)(C)O 2-(4-chlorophenyl)-1-(2,6-dibromophenoxy)propan-2-ol